tetrahydro-1H-oxazolo[3,4-a]pyrazine C1OCN2C1CNCC2